C(C)(=O)N1C(C(C=C1C1=CC=CC=C1)(C)CS(=O)(=O)C1=CC=C(C=C1)C(C)=O)=O 1-acetyl-3-(((4-acetylphenyl)sulfonyl)methyl)-3-methyl-5-phenyl-1,3-dihydro-2H-pyrrol-2-one